2-({6-[(diphenylmethylidene)amino]-5-fluoro-1-isopropyl-2-oxoquinolin-3-yl}oxy)-N-methylacetamide C1(=CC=CC=C1)C(C1=CC=CC=C1)=NC=1C(=C2C=C(C(N(C2=CC1)C(C)C)=O)OCC(=O)NC)F